FC1=CC=C(C=C1)N1CCN(CC1)S(=O)(=O)C=1N=NC(=CC1C)C1=CC=CC=C1 ((4-(4-fluorophenyl)piperazin-1-yl)sulfonyl)-4-methyl-6-phenylpyridazine